(R)-2-((1-(2-cyano-7-methyl-3-(2-oxa-6-azaspiro[3.3]heptan-6-yl)quinoxalin-5-yl)ethyl)amino)benzoic acid C(#N)C1=NC2=CC(=CC(=C2N=C1N1CC2(COC2)C1)[C@@H](C)NC1=C(C(=O)O)C=CC=C1)C